(Z)-1-(3-(2-isopropyl-5-methylphenyl)-4-oxothiazolidin-2-ylidene)-3-(2-methoxy-4-(1-(4-(trifluoromethyl)phenyl)-1H-1,2,4-triazol-3-yl)phenyl)urea C(C)(C)C1=C(C=C(C=C1)C)N1/C(/SCC1=O)=N/C(=O)NC1=C(C=C(C=C1)C1=NN(C=N1)C1=CC=C(C=C1)C(F)(F)F)OC